FC=1C=C(C=C(C1)F)CC=1C=C2C(=NNC2=CC1)NC(C1=CC=C(C=C1)CCN1CCC(CC1)C1=CC=C(C=C1)OC1C(NC(CC1)=O)=O)=O N-[5-[(3,5-difluorophenyl)methyl]-1H-indazol-3-yl]-4-[2-[4-[4-[(2,6-dioxo-3-piperidyl)oxy]phenyl]-1-piperidyl]ethyl]benzamide